methoxy-5-(2-((2R,5S)-5-methyl-2-(2-(1-(pyrrolidin-1-yl)propan-2-yl)benzo[d]thiazol-5-yl)piperidin-1-yl)-2-oxoacetamido)nicotinamide COC1=C(C(=O)N)C=C(C=N1)NC(C(=O)N1[C@H](CC[C@@H](C1)C)C=1C=CC2=C(N=C(S2)C(CN2CCCC2)C)C1)=O